ClC1=CC2=C(N=C(O2)C2CCN(CC2)C2=C(C(N(C3=CC=CC=C23)C)=O)C#N)C=C1 4-[4-(6-chloro-1,3-benzoxazol-2-yl)piperidin-1-yl]-1-methyl-2-oxo-1,2-dihydroquinoline-3-carbonitrile